CC(CC(C)N1CC(C1)OC1=C(C=CC=C1)C1=CC(=NO1)NC=1N=CC(=NC1)C#N)C 5-(5-(2-(1-(4-methylpentan-2-yl)azetidin-3-yloxy)phenyl)isoxazol-3-ylamino)pyrazine-2-carbonitrile